The molecule is a steroid sulfate that is 5alpha-pregnane-3,20beta-diol in which both hydroxy hydrogens have been replaced by sulfo groups. It is a conjugate acid of a 5alpha-pregnane-3,20beta-diol disulfate anion and a 5alpha-pregnane-3,20beta-diol disulfate(2-). C[C@H]([C@H]1CC[C@@H]2[C@@]1(CC[C@H]3[C@H]2CC[C@@H]4[C@@]3(CCC(C4)OS(=O)(=O)O)C)C)OS(=O)(=O)O